C(OC(C)(C)C)(OCCC)=O tertiary butyl propyl carbonate